ClC1=CC=C(C=C1)C1=N[C@H](C=2N(C3=C1C(=C(S3)C)C)C(=NN2)C)CC(=O)NC2=CC=C(OCCOCCOCCOCCOCCOCCOCCOCCNC(OC(C)(C)C)=O)C=C2 tert-butyl (S)-(23-(4-(2-(4-(4-chlorophenyl)-2,3,9-trimethyl-6H-thieno[3,2-f][1,2,4]triazolo[4,3-a][1,4]diazepin-6-yl)acetamido)phenoxy)-3,6,9,12,15,18,21-heptaoxatricosyl)carbamate